C(OC1=CC=C(C=C1)C(C1=CC=CC=C1)=O)(OC(C(C)NC(C(=C)C)=O)C1=CC=CC=C1)=O 4-benzoylphenyl (2-methacrylamido-1-phenylpropyl) carbonate